O1C(CCCC1)OC12CC3C(C(CC(C1)C3)C2)=O 5-tetrahydropyran-2-yloxyadamantan-2-one